ClCC=1OC(=CC1)[N+](=O)[O-] 2-(chloromethyl)-5-nitrofuran